8-(4-chloro-2-fluoro-phenyl)-2-(difluoromethyl)-3-methyl-6-[(2R)-2-(1-methylpyrazol-4-yl)morpholino]pyrido[3,4-d]pyrimidin-4-one ClC1=CC(=C(C=C1)C1=NC(=CC2=C1N=C(N(C2=O)C)C(F)F)N2C[C@H](OCC2)C=2C=NN(C2)C)F